3-[(5-cyanopyridin-2-yl)amino]-N-(3-[[(2S)-1-[6-oxo-5-(trifluoromethyl)-1-[[2-(trimethylsilyl)ethoxy]methyl]-1,6-dihydropyridazin-4-yl]pyrrolidin-2-yl]methoxy]phenyl)propanamide C(#N)C=1C=CC(=NC1)NCCC(=O)NC1=CC(=CC=C1)OC[C@H]1N(CCC1)C=1C=NN(C(C1C(F)(F)F)=O)COCC[Si](C)(C)C